3-[4-({[3-(2-Isopropylphenyl)-1,3-thiazinan-2-yliden]hydrazono}methyl)phenyl]-N-methyl-1-[4-(pentafluoroethoxy)phenyl]-1H-1,2,4-triazol-5-amin C(C)(C)C1=C(C=CC=C1)N1C(SCCC1)=NN=CC1=CC=C(C=C1)C1=NN(C(=N1)NC)C1=CC=C(C=C1)OC(C(F)(F)F)(F)F